(2S,6R)-N-((S)-1-cyano-2-(4-(3-methyl-2-oxo-2,3-dihydrobenzo[d]oxazol-5-yl)phenyl)ethyl)-6-hydroxy-6-propyl-1,4-oxazepane-2-carboxamide C(#N)[C@H](CC1=CC=C(C=C1)C=1C=CC2=C(N(C(O2)=O)C)C1)NC(=O)[C@H]1OC[C@](CNC1)(CCC)O